2-((2-bromo-4,5-difluorobenzo[d]thiazol-6-yl)oxy)ethanamine HCl Cl.BrC=1SC2=C(N1)C(=C(C(=C2)OCCN)F)F